N-octylphosphonic acid CCCCCCCCP(=O)(O)O